2-amino-3-(pyrrolidin-1-yl)-6,7-dihydro-1H,5H-pyrazolo[1,2-a]pyrazol-1-one NC1=C(N2N(CCC2)C1=O)N1CCCC1